(E)-6,7-difluoro-N-(2-(naphthalen-2-yl)ethyl)-2,3,4,9-tetrahydro-1H-carbazole-1-imine FC=1C=C2C=3CCC/C(/C3NC2=CC1F)=N\CCC1=CC2=CC=CC=C2C=C1